O1CCOC2=C1C=CC(=C2)C=2C(=C(C=O)C=CC2)C 3-(2,3-dihydro-1,4-benzodioxin-6-yl)-2-methylbenzaldehyde